O-((1S,3S)-3-(2-(5,6,7,8-tetrahydro-1,8-naphthyridin-2-yl)ethyl)cyclobutyl)-N-((R)-4,5,6,7-tetrahydro-1H-indazole-6-carbonyl)-L-homoserine N1=C(C=CC=2CCCNC12)CCC1CC(C1)OCC[C@H](NC(=O)[C@@H]1CCC=2C=NNC2C1)C(=O)O